(±)-2,3-Dihydroxypropyl dodecanoate CCCCCCCCCCCC(=O)OCC(CO)O